(E)-1-((2S,5R)-5-((5-(cyclopropylmethyl)-7H-pyrrolo[2,3-d]pyrimidin-4-yl)amino)-2-methylpiperidin-1-yl)-4-(dimethylamino)but-2-en-1-one C1(CC1)CC1=CNC=2N=CN=C(C21)N[C@@H]2CC[C@@H](N(C2)C(\C=C\CN(C)C)=O)C